OC(C(=O)[O-])C(C)(C)O α,β-dihydroxyisovalerate